C(CCCCCCCCCCCCCCC)OC(CCCCCCCCCCC)=O lauric acid cetyl ester